C(C)(C)(C)P(C(C)(C)C)(C(C)(C)C)OB(O)F tri-tert-butylphosphinofluoroboronic acid